ClC1=NC=C(C(=C1)N1CCC2(CC1)CCN(CC2)C)C#CC=2C=NN(C2)C(F)F 3-(2-chloro-5-((1-(difluoromethyl)-1H-pyrazol-4-yl)ethynyl)pyridin-4-yl)-9-methyl-3,9-diazaspiro[5.5]undecane